BrC=1C(=NN(C1)C1C(C1)(F)F)OC 4-Bromo-1-(2,2-difluorocyclopropyl)-3-methoxy-1H-pyrazole